C(C)(C)(C)OC(=O)N1CCN(CCC1)C1=NC(=C(C(=C1C#N)C1CC1)C#N)SC(C(=O)N)C1=CC=NC=C1 4-(6-((2-amino-2-oxo-1-(pyridin-4-yl)ethyl)thio)-3,5-dicyano-4-cyclopropylpyridin-2-yl)-1,4-diazepan-1-carboxylic acid tert-butyl ester